COC1=CC(=NC=N1)C1=CC(=NN1)C(=O)N1CCC(CC1)C(=O)NC1CCC(CC1)C 1-[5-(6-methoxypyrimidin-4-yl)-1H-pyrazole-3-carbonyl]-N-[(1r,4r)-4-methylcyclohexyl]piperidine-4-carboxamide